3-(3-(benzyloxy)-1-(hydroxymethyl)cyclobutyl)propan-1-ol C(C1=CC=CC=C1)OC1CC(C1)(CO)CCCO